C(#N)C1CC(C1)(CC1=NN=CN1C)C=1C=C(C=CC1)NC(OC(C)(C)C)=O tert-Butyl (3-((1r,3r)-3-cyano-1-((4-methyl-4H-1,2,4-triazol-3-yl)methyl)cyclobutyl) phenyl)carbamate